(6R)-ethyl 1-bromo-6-(tert-butyl)-2-(3-methoxypropoxy)-10-oxo-6,10,11,11a-tetrahydro-5H-pyrazolo[1,5-a]pyrido[2,1-c]pyrazine-9-carboxylate BrC=1C(=NN2C1C1N([C@@H](C2)C(C)(C)C)C=C(C(C1)=O)C(=O)OCC)OCCCOC